(S)-N-benzyl-5-oxo-pyrrolidine-2-carboxamide C(C1=CC=CC=C1)NC(=O)[C@H]1NC(CC1)=O